methyl-2-(methyl-d3)piperazine CN1C(CNCC1)C([2H])([2H])[2H]